1-(5-bromo-1H-indazol-1-yl)-2,4,6-trimethylpyridine BrC=1C=C2C=NN(C2=CC1)N1C(C=C(C=C1C)C)C